ClC=1C=C(C=NC1N1N=CC=N1)NC(=O)C=1C=NN(C1C(F)(F)F)C1=CN=C(C2=CC=CC=C12)[C@H]1OCC(C1)=O (S)-N-(5-Chloro-6-(2H-1,2,3-triazol-2-yl)pyridin-3-yl)-1-(1-(4-oxotetrahydro-furan-2-yl)isochinolin-4-yl)-5-(trifluoromethyl)-1H-pyrazol-4-carboxamid